6-(cyclopropanecarboxamido)-N-(methyl-d3)-4-((6-methyl-5,6-dihydropyrido[3,4-h][1,6]naphthyridin-7-yl)amino)nicotinamide C1(CC1)C(=O)NC1=NC=C(C(=O)NC([2H])([2H])[2H])C(=C1)NC1=NC=CC2=C1N(CC=1C=CC=NC21)C